NC=1C(=NC(=C(C1)C(F)(F)F)O[C@@H](C(CC=C)OCC1=CC=CC=C1)C)C(=O)OC Methyl 3-amino-6-[(1R)-2-benzyloxy-1-methyl-pent-4-enoxy]-5-(trifluoromethyl)pyridine-2-carboxylate